2-(5-cyclopropyl-4-((4-methoxybenzyl)(5-methyl-1-(tetrahydro-2H-pyran-2-yl)-1H-pyrazol-3-yl)amino)-6-(1-methyl-1H-pyrazol-4-yl)pyrimidin-2-yl)-2-(4-(methylsulfonyl)phenyl)acetonitrile C1(CC1)C=1C(=NC(=NC1C=1C=NN(C1)C)C(C#N)C1=CC=C(C=C1)S(=O)(=O)C)N(C1=NN(C(=C1)C)C1OCCCC1)CC1=CC=C(C=C1)OC